Tert-Butyl 4-(2-aminoethyl)piperidine-1-carboxylate NCCC1CCN(CC1)C(=O)OC(C)(C)C